CC1=C(C(=O)NC2CS(C2)=O)C=CC=C1 2-methyl-N-(trans-1-oxido-3-thietanyl)-benzamide